NC1=NN2C(C=C(C=C2C(=O)N[C@@H]2COCC2)Cl)=N1 2-amino-7-chloro-N-[(3S)-tetrahydrofuran-3-yl][1,2,4]triazolo[1,5-a]pyridine-5-carboxamide